5-(trans-2-aminocyclopropyl)-N-(4,4-difluorocyclohexyl)thiophene-3-carboxamide Hydrochloride Cl.N[C@H]1[C@@H](C1)C1=CC(=CS1)C(=O)NC1CCC(CC1)(F)F